C(C)N(CCCC1=CC(=C(C=C1)N1C(=NC(=C1)C1=NC(=NC=C1C(F)(F)F)NC1CCN(CC1)S(=O)(=O)C)C)F)C 4-(1-(4-(3-(Ethyl(methyl)amino)propyl)-2-fluorophenyl)-2-methyl-1H-imidazol-4-yl)-N-(1-(methylsulfonyl)piperidin-4-yl)-5-(trifluoromethyl)pyrimidin-2-amine